(S)-3-(4-(6-(dimethylamino)-3-methyl-2-oxo-2,3-dihydro-1H-benzo[d]imidazol-1-yl)phenyl)-2-(tritylamino)propionic acid methyl ester COC([C@H](CC1=CC=C(C=C1)N1C(N(C2=C1C=C(C=C2)N(C)C)C)=O)NC(C2=CC=CC=C2)(C2=CC=CC=C2)C2=CC=CC=C2)=O